BrC=1C=C(C=CC1)CCC1(CC1)O 1-(3-bromophenylethyl)cyclopropane-1-ol